2'-(3-fluoro-4-(trifluoromethyl)benzyl)-6'-(3-formylphenyl)-1'-oxo-1',4'-dihydro-2'H-spiro[cyclopentane-1,3'-isoquinoline]-4'-carboxylic acid FC=1C=C(CN2C(C3=CC=C(C=C3C(C23CCCC3)C(=O)O)C3=CC(=CC=C3)C=O)=O)C=CC1C(F)(F)F